bis(trimethylsilylpentadienyl)bis[2,6-difluoro-3-(N-butyl-2,2-dimethylpropanoylamino)phenyl]titanium C[Si](C)(C)CC=CC=C[Ti](C1=C(C(=CC=C1F)N(CCCC)C(C(C)(C)C)=O)F)(C1=C(C(=CC=C1F)N(CCCC)C(C(C)(C)C)=O)F)C=CC=CC[Si](C)(C)C